3-{4-[(2S)-5-cyclobutoxy-1-cyclopropanecarbonyl-2-methyl-1,2,3,4-tetrahydroquinolin-6-yl]-1H-pyrazol-1-yl}-1λ6-thiane-1,1-dione C1(CCC1)OC1=C2CC[C@@H](N(C2=CC=C1C=1C=NN(C1)C1CS(CCC1)(=O)=O)C(=O)C1CC1)C